COC1CN(C1)C1=CC=2C3=NNC=4C=CC(O[C@H](CCOC[C@H](OC(=N1)N2)C)C)=CC34 (8R,13S)-4-(3-methoxyazetidin-1-yl)-8,13-dimethyl-7,10,14-trioxa-5,19,20,23-tetraazatetracyclo[13.5.2.12,6.018,21]tricosa-1(20),2(23),3,5,15(22),16,18(21)-heptaene